BrC1=NN2C(N=CC=C2C(=O)O)=C1C#N 2-bromo-3-cyano-pyrazolo[1,5-a]pyrimidine-7-carboxylic acid